C(CCCCCCCCC)N decaneamine